FC1=CC=C(CN2C(=CC3=CC=CC=C23)C=O)C=C1 1-(4-fluorobenzyl)-1H-indole-2-carbaldehyde